C1(CC1)C(CCCCN1CCN(CC1)C(=O)OC(C)(C)C)OC1=C(C=C(C=C1)S(=O)(=O)C)C=1C2=C(C(N(C1)C)=O)NC=C2 tert-butyl 4-[5-cyclopropyl-5-[2-(6-methyl-7-oxo-1H-pyrrolo[2,3-c]pyridin-4-yl)-4-methylsulfonyl-phenoxy]pentyl]piperazine-1-carboxylate